C(C)C=1C(NC=2C=C(C=NC2C1)CN1C(CNCC1)C)=C=O 4-((7-Ethyl-6-carbonyl-5,6-dihydro-1,5-naphthyridin-3-yl)methyl)-3-methylpiperazine